5-(2-(difluoromethoxy)phenyl)-N-(3-(trifluoromethyl)phenyl)-1H-pyrazole-4-carboxamide FC(OC1=C(C=CC=C1)C1=C(C=NN1)C(=O)NC1=CC(=CC=C1)C(F)(F)F)F